tert-butyl N-[8-[4-(dimethylcarbamoyl)piperazin-1-yl]-3-iodo-imidazo[1,2-a]pyridin-6-yl]sulfonyl-N-(1-methylcyclopropyl)carbamate CN(C(=O)N1CCN(CC1)C=1C=2N(C=C(C1)S(=O)(=O)N(C(OC(C)(C)C)=O)C1(CC1)C)C(=CN2)I)C